4-(4-(ethoxymethyl)-4-phenethylpiperidin-1-yl)-N,N-dimethylaniline C(C)OCC1(CCN(CC1)C1=CC=C(N(C)C)C=C1)CCC1=CC=CC=C1